FC(C(=O)N)(OC1=CC=C(C=C1)F)F 2,2-difluoro-2-(4-fluorophenoxy)acetamide